Cl.C(C)(C)(C)OC(=O)NCCNC N-t-butoxycarbonyl-2-methylamino-ethylamine hydrochloride